CC1=C(C=C(C(=C1)O)C(C)(C)C)C(CCC)C1=C(C=C(C(=C1)C(C)(C)C)O)C 1,1-bis-(2-methyl-4-hydroxy-5-tert-butylphenyl)butane